FC1(CC(CC1)CN1N=C(C(=C1C(=O)NC1=CC(=NC=C1)C(=O)N)C)OC(C)(F)F)F 4-(1-((3,3-difluorocyclopentyl)methyl)-3-(1,1-difluoroethoxy)-4-methyl-1H-pyrazole-5-carboxamido)picolinamide